ammonio sulfite S(=O)(O[NH3+])[O-]